potassium thiotosylate S(=S)(=O)([O-])C1=CC=C(C)C=C1.[K+]